C1N(CC12CNCCC2)C2=CC=C(C=N2)C=2C=1N(C=C(C2)OCC)N=C2C1C=NN2 4-(6-(2,6-diazaspiro[3.5]nonan-2-yl)pyridin-3-yl)-6-ethoxy-1H-pyrazolo[3',4':3,4]pyrazolo[1,5-a]pyridine